(R)-2-(6-cyano-7H-purin-8-yl)pyrrolidine-1-carboxylic acid benzyl ester C(C1=CC=CC=C1)OC(=O)N1[C@H](CCC1)C1=NC2=NC=NC(=C2N1)C#N